ClC=1C(N(C=C(C1)B1OC(C(O1)(C)C)(C)C)C)=O 3-chloro-1-methyl-5-(4,4,5,5-tetramethyl-1,3,2-dioxaborolan-2-yl)pyridin-2(1H)-one